COC(=O)N1C(C(CCC1)NS(=O)(=O)C)COC1CCC(CC1)C1=CC=CC=C1 3-((methylsulfonyl)amino)-2-(((4-phenylcyclohexyl)oxy)methyl)piperidine-1-carboxylic acid methyl ester